3,3'-((azanediylbis(methylene))bis(benzofuran-3,5-diyl))bis(2-(pyrrolidin-3-yl)propanoic acid) N(CC1=COC2=C1C=C(C=C2)CC(C(=O)O)C2CNCC2)CC2=COC1=C2C=C(C=C1)CC(C(=O)O)C1CNCC1